C=C1C=COC2=C1N=C(N=C2)N 8-methylenepyrano[3,2-d]pyrimidin-2-amine